C(C)(=O)N1CC(C1)C=1C(=C(C=C(C1C)Cl)C(C)N1N=C(C=2C1=NC=NC2)C)OC 1-{1-[3-(1-Acetylazetidin-3-yl)-5-chloro-2-methoxy-4-methylphenyl]ethyl}-3-methyl-1H-pyrazolo[3,4-d]pyrimidin